C(C)OC=1C=C(C=C(C1)C=1C=NC=C(C1)O)CN1CCN(CC1)C1=CC=C(N=N1)C(=O)OC(C)(C)C tert-Butyl 6-[4-[[3-ethoxy-5-(5-hydroxypyridin-3-yl)phenyl]methyl]piperazin-1-yl]pyridazine-3-carboxylate